FC(C(=O)O)(F)F.FC(C(C(F)(F)F)OC(=O)N1CCC2(CCCN2)CC1)(F)F 1,8-diazaspiro[4.5]decane-8-carboxylic acid 1,1,1,3,3,3-hexafluoropropan-2-yl ester, 2,2,2-trifluoroacetate salt